2-chloro-6,7-dihydro-5H-cyclopenta[b]pyridin-5-ol ClC1=CC=C2C(=N1)CCC2O